n-dodecyl-di-(2-ethoxy)silane C(CCCCCCCCCCC)[SiH](OCC)OCC